7-diethylaminocoumarin-3-carboxylic acid, succinimidyl ester C(C)N(C1=CC=C2C=C(C(OC2=C1)=O)C(=O)ON1C(CCC1=O)=O)CC